n-docosyl-dimethyl-sulfonium chloride [Cl-].C(CCCCCCCCCCCCCCCCCCCCC)[S+](C)C